Cl.CN(C(=O)C1=CC=C(C=C1)C)C N,N-dimethyl-p-toluamide hydrochloride